O=CCCC(C(=O)O)NC(CCCCCCCCCCCCCCCS(=O)(=O)O)=O 5-oxo-2-(16-sulfohexadecanoylamino)pentanoic acid